C(C1=CC=CC=C1)C1=C(C(=NN1)C)C1=C(C=CC=C1)O 2-(5-benzyl-3-methyl-1H-pyrazol-4-yl)phenol